C(=O)(OCC1=CC=CC=C1)N[C@@H](C(C)C)C(=O)O[C@H](C(=O)O)C (S)-(+)-2-(N-CBz-L-valyloxy)propionic acid